N1(CCC1)[C@@H](COC)C1=NC(=NN1)C=1N(C2=C(C(=C(C=C2C1N1C=NC=C1)OC)Cl)F)C (R)-2-(5-mono(1-(azetidin-1-yl)-2-methoxyethyl)-1H-1,2,4-triazol-3-yl)-6-chloro-7-fluoro-3-(1H-imidazol-1-yl)-5-methoxy-1-methyl-1H-indole